C(C)(=O)N1[C@@H](CN([C@@H](C1)COC)C(\C=C/Cl)=O)C=1C=C(C=C(C1)Cl)C1=CC(=NC=C1)C(=O)NC 4-(3-((2R,5S)-1-acetyl-4-((Z)-3-chloroacryloyl)-5-(methoxymethyl)piperazin-2-yl)-5-chlorophenyl)-N-methylpicolinamide